4-(5-aminopyrimidin-4-yl)-N-(5-chloro-6-(2H-1,2,3-triazol-2-yl)pyridin-3-yl)-5-fluoro-2-methylbenzamide NC=1C(=NC=NC1)C1=CC(=C(C(=O)NC=2C=NC(=C(C2)Cl)N2N=CC=N2)C=C1F)C